[Pt].[Si].[B] boron-silicon-platinum